N-(4-(5-(3-Fluoro-4-((4-methylpyrimidin-2-yl)oxy)phenyl)-2-((1-methyl-1H-pyrazol-4-yl)amino)pyrimidin-4-yl)phenyl)but-2-ynamide FC=1C=C(C=CC1OC1=NC=CC(=N1)C)C=1C(=NC(=NC1)NC=1C=NN(C1)C)C1=CC=C(C=C1)NC(C#CC)=O